2'-Hydroxy-4'-chlorochalcone OC1=C(C(/C=C/C2=CC=CC=C2)=O)C=CC(=C1)Cl